1-[8-morpholin-4-yl-2-[(5-piperazin-1-ylpyridin-2-yl)amino]pyrido[3,4-d]pyrimidin-6-yl]propan-1-ol N1(CCOCC1)C1=NC(=CC2=C1N=C(N=C2)NC2=NC=C(C=C2)N2CCNCC2)C(CC)O